[N-]=C=O.CO methanol isocyanate